CC1=CC=C(C=C1)C2=C(C=CC(=C2)CC(C)C)[IH+].F[P-](F)(F)(F)(F)F [4-methylphenyl-(4-(2-methylpropyl)phenyl)]iodonium hexafluorophosphate